2-ethyloxycarbonylmethylthioethylamine hydrochloride Cl.C(C)OC(=O)CSCCN